BrC1=CC=C(C=C1)CC(CC(=O)OCC)=O ethyl 4-(4-bromophenyl)-3-oxobutyrate